N-(4-fluoro-3-methylphenyl)-5-(2-(((1s,4s)-4-methoxycyclohexyl)amino)-2-oxoacetyl)-1,2,4-trimethyl-1H-pyrrole-3-carboxamide FC1=C(C=C(C=C1)NC(=O)C1=C(N(C(=C1C)C(C(=O)NC1CCC(CC1)OC)=O)C)C)C